N-acetylhydroxymethionine C(C)(=O)N([C@@H](CCSC)C(=O)O)O